4-octadecylbenzenesulfonate C(CCCCCCCCCCCCCCCCC)C1=CC=C(C=C1)S(=O)(=O)[O-]